N-[(1R)-1-phenylethyl]oxolan-3-amine C1(=CC=CC=C1)[C@@H](C)NC1COCC1